((2H-indazol-5-yl)amino)-N-(1-(2-(2-methoxyethoxy)ethyl)-3-(pyridin-2-yl)-1H-pyrazol-4-yl)picolinamide N=1NC=C2C=C(C=CC12)NC=1C(=NC=CC1)C(=O)NC=1C(=NN(C1)CCOCCOC)C1=NC=CC=C1